5-(4-(tert-butyl)phenyl)-3-phenylisothiazole C(C)(C)(C)C1=CC=C(C=C1)C1=CC(=NS1)C1=CC=CC=C1